5-[2-(3,4-difluoro-phenyl)-ethylamino]-2-hydroxy-benzoic acid FC=1C=C(C=CC1F)CCNC=1C=CC(=C(C(=O)O)C1)O